ethyl trans-2-[5-fluoro-1-(4-fluoro-3-methyl-phenyl)-2-isopropyl-indol-3-yl]cyclopropanecarboxylate FC=1C=C2C(=C(N(C2=CC1)C1=CC(=C(C=C1)F)C)C(C)C)[C@H]1[C@@H](C1)C(=O)OCC